C(C)(=O)C1=C(C=C(C=N1)OCCN1CCC2(CC1)C(NC1=CC=C(C=C12)Cl)=O)C(F)(F)F 1'-(2-{[6-acetyl-5-(trifluoromethyl)pyridin-3-yl]oxy}ethyl)-5-chloro-1,2-dihydrospiro[indole-3,4'-piperidin]-2-one